N[C@@H](CCCNC(N)=N)C(=O)[O-].[Zn+2].N[C@@H](CCCNC(N)=N)C(=O)[O-] zinc argininate